C1=NC=C(C2=CC=CC=C12)C=1C=NN2C1C=C(C=C2)C(=O)NC2=CC=C(C=C2)C 3-(isoquinolin-4-yl)-N-(p-tolyl)pyrazolo[1,5-a]pyridine-5-carboxamide